ClC1=C(C=CC=C1F)CC(=O)NC1=CC(=NC=C1)N(C(C)=O)C1=CC(=C(C=C1)C)Cl N-{4-[2-(2-chloro-3-fluorophenyl)acetamido]pyridin-2-yl}-N-(3-chloro-4-methylphenyl)acetamide